10'-amino-7'-methyl-3',4,4',5-tetrahydro-1'H,2H-spiro[furan-3,2'-[1,4]oxazepino[2,3-c]quinolin]-6'(7'H)-one NC1=CC=2C3=C(C(N(C2C=C1)C)=O)OCCC1(N3)COCC1